5-fluoro-4-(7-fluoro-2-methyl-3-prop-2-ylbenzimidazol-5-yl)pyrimidin-2-amine FC=1C(=NC(=NC1)N)C1=CC2=C(N=C(N2C(C)C)C)C(=C1)F